COC1=CC=C2C(=N1)CC(C2(C)C)=O 2-methoxy-5,5-dimethyl-5,7-dihydro-6H-cyclopenta[b]pyridin-6-one